C(C1=CC=CC=C1)C(C=O)(CC)N(C)C 2-benzyl-2-dimethylamino-1-butanone